C(C)(C)(C)N\C=C/1\C(OC2=CC=C(C=C2C1=O)C(C)C)C1=CC=C(C=C1)O (Z)-3-((tert-butylamino)methylene)-2-(4-hydroxyphenyl)-6-isopropylchroman-4-one